COC(=O)C1=CC2=C(N=CS2)C(=C1)C(C)C 4-(propan-2-yl)-1,3-benzothiazole-6-carboxylic acid methyl ester